6,7-dimethoxy-4-(prop-1-en-2-yl)-N-(1-(3,4,5-trimethoxyphenyl)-1H-imidazol-4-yl)quinazolin-2-amine COC=1C=C2C(=NC(=NC2=CC1OC)NC=1N=CN(C1)C1=CC(=C(C(=C1)OC)OC)OC)C(=C)C